C(C)(C)(C)OC(N[C@H](C(=O)NCC1=CC=C(C=C1)OCC1=CC(=CC=C1)F)CCC)=O (S)-tert-butyl(1-((4-((3-fluorobenzyl)oxy)benzyl)amino)-1-oxopenta-2-yl)carbamate